O=C1CC[C@H](N1)CNC([O-])=O N-[[(2S)-5-oxopyrrolidin-2-yl]methyl]carbamate